(azetidine-3,3-diyl)dimethanol monohydrochloride Cl.N1CC(C1)(CO)CO